OC=1C=C(C=CC1)C=1C=C(C=C(C1)OC(F)(F)F)CN1CCN(CC1)C1=CC=C(N=N1)C(=O)O 6-[4-[[3-(3-Hydroxyphenyl)-5-(trifluoromethoxy)phenyl]methyl]piperazin-1-yl]pyridazine-3-carboxylic acid